L-3,3',5-Triiodothyronine sodium salt [Na+].IC=1C=C(C[C@H](N)C(=O)[O-])C=C(C1OC1=CC(=C(C=C1)O)I)I